COC1=C(C=C(C=C1)OC)CCCNS(=O)(=O)C1=CC=C(C=C1)OC(F)(F)F N-(3-(2,5-dimethoxyphenyl)propyl)-4-(trifluoromethoxy)benzenesulfonamide